10-amino-N-[5-[[5-chloro-4-(3-phenylphenyl)pyrimidin-2-yl]amino]-3-pyridyl]decanamide NCCCCCCCCCC(=O)NC=1C=NC=C(C1)NC1=NC=C(C(=N1)C1=CC(=CC=C1)C1=CC=CC=C1)Cl